FC1=C(C=CC=C1)C([2H])([2H])NC([C@@H](C)NC(OC(C)(C)C)=O)=O tert-butyl (R,S)-(1-(((2-fluorophenyl)methyl-d2)amino)-1-oxopropan-2-yl)carbamate